2,2-diethyl-5-methoxy-2H-chromene-6-carbaldehyde C(C)C1(OC2=CC=C(C(=C2C=C1)OC)C=O)CC